3-(morpholine-2-yl)-1H-indole N1CC(OCC1)C1=CNC2=CC=CC=C12